3-aminoazepan-2-one HCl salt Cl.NC1C(NCCCC1)=O